C1(CC1)NC(=O)C=1C=C(C=CC1)NC(C1=C(C=C(C(=C1)F)N1N=C(N(C1=O)C)CC)O[C@@H](C)C1=CC=CC=C1)=O N-[3-(cyclopropylcarbamoyl)phenyl]-4-(3-ethyl-4-methyl-5-oxo-4,5-dihydro-1H-1,2,4-triazol-1-yl)-5-fluoro-2-[(1S)-1-phenylethoxy]benzamide